ClC1=NC2=NC(=CN=C2C(=N1)Cl)C 2,4-dichloro-7-methylpteridine